ClC=1N=C2C(=C(C(N(C2=CC1)C)=O)C#N)N1C[C@@H]([C@@H](CC1)NC1=CC=C(C=C1)F)C 6-chloro-4-[(3S,4R)-4-(4-fluoroanilino)-3-methyl-1-piperidyl]-1-methyl-2-oxo-1,5-naphthyridine-3-carbonitrile